1-(8-oxo-7,8-dihydro-2,7-naphthyridin-4-yl)-5-(trifluoromethyl)-N-[2-(trifluoromethyl)pyridin-4-yl]-1H-pyrazole-4-carboxamide O=C1NC=CC=2C(=CN=CC12)N1N=CC(=C1C(F)(F)F)C(=O)NC1=CC(=NC=C1)C(F)(F)F